2,3,3-trimethyl-2,3-dihydro-1H-indol-6-ol CC1NC2=CC(=CC=C2C1(C)C)O